4-(pyrrolidine-1-carbonyl)piperidin N1(CCCC1)C(=O)C1CCNCC1